NC1=NC=2C=CC(=CC2C2=C1N(N=C2)C)C(=O)N2[C@H](COC[C@H]2C)C=2N=NC(=CC2)OC (4-amino-3-methyl-3H-pyrazolo[3,4-c]quinolin-8-yl)((3S,5R)-3-(6-methoxy-3-pyridazinyl)-5-methyl-4-morpholinyl)methanone